N-[8-[(1,1-dioxo-1,2-thiazolidin-2-yl)methyl]-6-methyl-imidazo[1,2-a]pyrazin-2-yl]-2-methyl-indazole-7-carboxamide O=S1(N(CCC1)CC=1C=2N(C=C(N1)C)C=C(N2)NC(=O)C2=CC=CC1=CN(N=C21)C)=O